(ethylamino)piperidine-1-carboxylic acid benzyl ester C(C1=CC=CC=C1)OC(=O)N1C(CCCC1)NCC